N1[C@@H](CCC1)C(=O)OCCCC Butyl L-prolinate